(2S,5R)-N-(2-(4-fluoro-3-methylisoquinolin-1-yl)propan-2-yl)-5-(hydroxymethyl)morpholine-2-carboxamide FC1=C(N=C(C2=CC=CC=C12)C(C)(C)NC(=O)[C@@H]1CN[C@@H](CO1)CO)C